NCCN1C2=C(OCC1)C=C(C=C2)F 2-amino-1-(7-fluoro-2,3-dihydro-4H-benzo[b][1,4]oxazin-4-yl)ethan